FC1=CC=C(C=C1)CN1C(OC2=C1C=C(C(=C2)NC(CC(C)(C)C)=O)C)=O N-[3-[(4-fluorophenyl)methyl]-5-methyl-2-oxo-1,3-benzoxazol-6-yl]-3,3-dimethyl-butanamide